BrCC1=C2C=CN(C2=C(C=C1C1CC1)C)S(=O)(=O)C1=CC=C(C)C=C1 4-(Bromomethyl)-5-cyclopropyl-7-methyl-1-tosyl-1H-indole